ClC=1C(=NC(=NC1)NC1CCOCC1)C=1C=C2C(N([C@@H](C2=CC1)C)CC(=O)N[C@H](C)C1=NC(=CC=C1)N1CCN(CC1)C)=O 2-[(1R)-5-{5-chloro-2-[(oxan-4-yl)amino]pyrimidin-4-yl}-1-methyl-3-oxo-2,3-dihydro-1H-isoindol-2-yl]-N-[(1R)-1-[6-(4-methylpiperazin-1-yl)pyridin-2-yl]ethyl]acetamide